FC(C1CCC=2N(C1)C=C(N2)C(=O)NC[C@@H](CN2CC1=CC=CC=C1CC2)O)F 6-(difluoromethyl)-N-((S)-3-(3,4-dihydroisoquinolin-2(1H)-yl)-2-hydroxypropyl)-5,6,7,8-tetrahydroimidazo[1,2-a]pyridine-2-carboxamide